4-(isopropylsulfonyl)-2-(6-azaspiro[2.5]octan-6-yl)benzamide C(C)(C)S(=O)(=O)C1=CC(=C(C(=O)N)C=C1)N1CCC2(CC2)CC1